1,1'-bis(dicyclohexylphosphino)ferrocene palladium dichloride [Pd](Cl)Cl.C1(CCCCC1)P([C-]1C=CC=C1)C1CCCCC1.[C-]1(C=CC=C1)P(C1CCCCC1)C1CCCCC1.[Fe+2]